BrC=1C=C(C(=NC1)Cl)OC(C(O)([2H])[2H])([2H])[2H] 2-[(5-bromo-2-chloropyridin-3-yl)oxy](2H4)ethan-1-ol